C(C)C=1C(=CC=C2C=CN(C12)COCC[Si](C)(C)C)F 7-Ethyl-6-fluoro-1-{[2-(trimethylsilyl)ethoxy]methyl}indole